FC(C(C(F)(F)F)(O)C1=CC=C(C=C1)C1=C(C=C(C=C1)CN1[C@@H](CN(CC1)CC1=CC=NC=C1)C(=O)O)C)(F)F (S)-1-((4'-(1,1,1,3,3,3-hexafluoro-2-hydroxypropan-2-yl)-2-methyl-[1,1'-biphenyl]-4-yl)methyl)-4-(pyridin-4-ylmethyl)piperazine-2-carboxylic acid